C(C1=CC=CC=C1)C1=C(C(NC2=CC=C(C=C12)Cl)=O)C(\C=C\C1=CC=C(C=C1)C1=CC=C(C=C1)Cl)=O 4-benzyl-6-chloro-3-[(E)-3-[4-(4-chlorophenyl)phenyl]prop-2-enoyl]-1H-quinolin-2-one